N1=C(C=CC=C1)[C@@H](C)NC(=O)[C@H]1CN(CC[C@@H]1NC(=O)C1=NOC(=C1)C1=C(C=C(C=C1)F)F)CC1CC1 (3S,4S)-1-cyclopropylmethyl-4-{[5-(2,4-difluoro-phenyl)-isoxazole-3-carbonyl]-amino}-piperidine-3-carboxylic acid ((1R)-1-pyridin-2-yl-ethyl)-amide